4-(3-ethyl-4-methyl-5-oxo-4,5-dihydro-1H-1,2,4-triazol-1-yl)-5-fluoro-2-[(2S)-pentan-2-yloxy]benzamide C(C)C1=NN(C(N1C)=O)C1=CC(=C(C(=O)N)C=C1F)O[C@@H](C)CCC